3-((2-(((benzyloxy)carbonyl)amino)ethyl)amino)pyrrolidine-1-carboxylic acid tert-butyl ester C(C)(C)(C)OC(=O)N1CC(CC1)NCCNC(=O)OCC1=CC=CC=C1